N1CC(C1)NC=1C=CC(=C(C(=O)N[C@H](C)C2=CC(=CC=C2)C=2SC(=CC2C)OC)C1)C (R)-5-(azetidin-3-ylamino)-N-(1-(3-(5-methoxy-3-methylthiophen-2-yl)phenyl)ethyl)-2-methylbenzamide